2-acrylamido-tetradecyl-sodium C(C=C)(=O)NC(C[Na])CCCCCCCCCCCC